[5-(trifluoromethyl)-2-furanyl]boronic acid FC(C1=CC=C(O1)B(O)O)(F)F